(2R,3R)-3-carboxy-2,3-dihydroxypropionate C(=O)(O)[C@@H]([C@H](C(=O)[O-])O)O